CN(CCN(C1=NC(=C(C=C1[N+](=O)[O-])NC1=NC=CC(=C1)N1CC(C2=NC(=CC=C21)C)(C)C)OC)C)C N2-(2-(dimethylamino)ethyl)-6-methoxy-N2-methyl-3-nitro-N5-(4-(3,3,5-trimethyl-2,3-dihydro-1H-pyrrolo[3,2-b]pyridin-1-yl)pyridin-2-yl)pyridin-2,5-diamine